(rac)-(4-(Pyridin-4-ylmethyl)-1-((2-(trimethylsilyl)ethoxy)methyl)-1H-imidazol-2-yl)(thiazol-5-yl)methanol N1=CC=C(C=C1)CC=1N=C(N(C1)COCC[Si](C)(C)C)[C@@H](O)C1=CN=CS1 |r|